CN1N=CC(=C1C1=NC(=NC=C1F)N1CCC(CC1)C(=O)N(CC1=CN=CS1)C)C 1-(4-(1,4-dimethyl-1H-pyrazol-5-yl)-5-fluoropyrimidin-2-yl)-N-methyl-N-(thiazol-5-ylmethyl)piperidine-4-carboxamide